3-(4-pyrimidin-2-ylpyridazin-1-ium-1-yl)propanoic acid bisulfate S([O-])(O)(=O)=O.N1=C(N=CC=C1)C1=CN=[N+](C=C1)CCC(=O)O